C(C)(=O)OCC\C=C/CCCCCCCC\C=C\CCCC (3Z,13E)-3,13-octadecadienyl acetate